[Cl-].[Cl-].C1C(=CC2=CC=CC=C12)C(C=1CC2=CC=CC=C2C1)[Hf+2] [1,1'-bis(2-indenyl)methyl]hafnium dichloride